C(C1=CC=CC=C1)OCC1=C2C(=NC(=C1)C(=O)OCC)SC(=C2)C ethyl 4-(benzyloxymethyl)-2-methyl-thieno[2,3-b]pyridine-6-carboxylate